methyl ((R)-2-amino-3-cyclohexylpropanoyl)-L-prolinate hydrochloride Cl.N[C@@H](C(=O)N1[C@@H](CCC1)C(=O)OC)CC1CCCCC1